2-(1-methyl-1H-pyrrolo[2,3-b]pyridin-5-yl)-7-(piperazin-1-yl)-4H-pyrido[1,2-a]pyrimidin-4-one CN1C=CC=2C1=NC=C(C2)C=2N=C1N(C(C2)=O)C=C(C=C1)N1CCNCC1